C(C)(C)N1C(=NC(=C1)C(F)(F)F)C1=CC=C(CNC2=NC(=NN3C2=NC=C3)C=3C(=NC=NC3)C3=CCC(CC3)O)C=C1 4-(5-(4-((4-(1-isopropyl-4-(trifluoromethyl)-1H-imidazol-2-yl)benzyl)amino)imidazo[2,1-f][1,2,4]triazin-2-yl)pyrimidin-4-yl)cyclohex-3-en-1-ol